C1(=CC=CC=C1)C1OC(OC1C1=CC=CC=C1)=C 4,5-di-phenyl-2-methylene-1,3-dioxolane